C1(=CC=CC=C1)C1=C2NC=NC2=NC=N1 6-phenylpurine